Ethanesulfonic acid (2-{6-amino-8-[6-(1H-pyrazol-3-yl)-benzo[1,3]dioxol-5-ylsulfanyl]-purin-9-yl}-ethyl)-amide NC1=C2N=C(N(C2=NC=N1)CCNS(=O)(=O)CC)SC1=CC2=C(OCO2)C=C1C1=NNC=C1